1-(benzo[b]thiophen-2-yl-(piperidin-4-yl)methyl)piperidin-4-ol S1C2=C(C=C1C(N1CCC(CC1)O)C1CCNCC1)C=CC=C2